C1(=CC=C(C=C1)NC1=CC=2C(C3=CC=CC=C3C2C=C1)(C)C)C1=CC=CC=C1 N-[1,1'-biphenyl-4-yl]-9,9-dimethyl-9H-fluoren-2-amine